2,6-dimethyl-2,3,4,4a,6,8-hexahydro-1H-pyrazino[1',2':4,5]pyrazino[2,3-c][1,8]naphthyridine-5,7-dione CC1NCC2N(C3=C(C(NC=4N=CC=CC34)=O)N(C2=O)C)C1